FC1=CC(=C(C=C1)N1C(C(=CC=C1)C(=O)NC1=NC=C(N=C1)C(F)(F)F)=O)OCC(F)(F)F 1-[4-fluoro-2-(2,2,2-trifluoroethoxy)phenyl]-2-oxo-N-[5-(trifluoromethyl)pyrazin-2-yl]-1,2-dihydropyridine-3-carboxamide